ClC1=NC=C(C(=C1)N1C[C@H](C[C@@H](C1)O)NC(OC(C)(C)C)=O)I tert-butyl N-[(3S,5S)-1-(2-chloro-5-iodo-4-pyridyl)-5-hydroxy-3-piperidyl]carbamate